Cl.FC(C1=C(C=CC(=C1)C#CC(=O)N1CCN(CC1)CCCC(=O)OCC)C1=CC=CC=C1)(F)F ethyl 4-(4-{3-[2-(trifluoromethyl)[1,1'-biphenyl]-4-yl]prop-2-ynoyl}piperazin-1-yl)butanoate monohydrochloride